CC(C)(C(CC(C(C)C)=O)=O)C 2,2,6-Trimethyl-heptan-3,5-dion